NC=1C(=NC(=C(N1)C=1OC=CN1)C=1C=CC=2N(C1)C=CN2)C(=O)NCC2=C(C=CC=C2F)P(=O)(C)C 3-amino-N-(2-(dimethylphosphoryl)-6-fluorobenzyl)-6-(imidazo[1,2-a]pyridin-6-yl)-5-(oxazol-2-yl)pyrazine-2-carboxamide